piperazino-hydrazine N1(CCNCC1)NN